3,5-di-t-butyl-4-hydroxy-2-methylbenzoic acid, potassium salt [K+].C(C)(C)(C)C=1C(=C(C(=O)[O-])C=C(C1O)C(C)(C)C)C